7-Formyl-N-(4-isopropoxy-5-((4-methylpyridin-3-yl)ethynyl)pyridin-2-yl)-3,4-dihydro-1,8-naphthyridine-1(2H)-carboxamide C(=O)C1=CC=C2CCCN(C2=N1)C(=O)NC1=NC=C(C(=C1)OC(C)C)C#CC=1C=NC=CC1C